P1(=O)(OC2=C(C=C(C=C2C(C)(C)C)C(C)(C)C)CC2=C(C(=CC(=C2)C(C)(C)C)C(C)(C)C)O1)[O-] 2,2'-methylene-bis-(4,6-di-t-butylphenyl) phosphate